BrC1=CC(=CC=C1)Br 1,3-Dibromobenzene